NCC1=CC(=C(C(=C1)C)NC(=O)C1=CC2=C(OCCC3=C2SC=C3)C=C1C=1C(=NC(=CC1)C(=O)N1CC(C1)(C)C)C(=O)O)C 3-(9-((4-(aminomethyl)-2,6-dimethylphenyl)carbamoyl)-4,5-dihydrobenzo[b]thieno[2,3-d]oxepin-8-yl)-6-(3,3-dimethylazetidine-1-carbonyl)picolinic acid